C(C)(C)(C)C=1C(=C(C(=C(C1)C(C)(C)C)O)CC)C 4,6-di-tert-butyl-2-ethyl-3-cresol